tert-butyl (R)-2-((3-butyl-3-ethyl-5-(4-methoxyphenyl)-7-(methylthio)-1,1-dioxido-2,3,4,5-tetrahydro-1,5-benzothiazepin-8-yl)oxy)acetate C(CCC)[C@]1(CS(C2=C(N(C1)C1=CC=C(C=C1)OC)C=C(C(=C2)OCC(=O)OC(C)(C)C)SC)(=O)=O)CC